COC(C1=CC=C(C=C1)[C@H]1NCCC(C1)C(C)=O)=O 4-((2S)-4-Acetylpiperidin-2-yl)benzoic acid methyl ester